C(C=O)[C@@H]([C@@H](CO)O)O The molecule is a deoxypentose that is D-ribose in which the hydroxy group at position C-2 is replaced by hydrogen. It has a role as a human metabolite, a Saccharomyces cerevisiae metabolite and a mouse metabolite. It derives from a D-ribose.